(7-bromoquinoline-4-carbonyl)glycine BrC1=CC=C2C(=CC=NC2=C1)C(=O)NCC(=O)O